isooctyl isodecanoate C(CCCCCCC(C)C)(=O)OCCCCCC(C)C